(S)-N-(piperidine-3-yl)-4-(6-(tetrahydro-2H-pyran-4-yl)-1H-pyrrolo[2,3-b]pyridin-3-yl)-5-(trifluoromethyl)pyrimidine-2-amine N1C[C@H](CCC1)NC1=NC=C(C(=N1)C1=CNC2=NC(=CC=C21)C2CCOCC2)C(F)(F)F